5-amino-8-(2,6-dimethyl-4-pyridinyl)-7-phenyl-2-(2H-tetrazol-5-ylmethyl)-[1,2,4]triazolo[4,3-c]pyrimidin-3-one NC1=NC(=C(C=2N1C(N(N2)CC=2N=NNN2)=O)C2=CC(=NC(=C2)C)C)C2=CC=CC=C2